BrC1=CC(=C(OCC(=O)O)C=C1)C=1N=COC1 [4-bromo-2-(1,3-oxazol-4-yl)phenoxy]acetic acid